N-[(1S)-5-[2-(2-aminopyridin-3-yl)-5-phenylimidazo[4,5-b]pyridin-3-yl]-2,3-dihydro-1H-inden-1-yl]-3-chloro-5-formyl-4-hydroxybenzamide NC1=NC=CC=C1C1=NC=2C(=NC(=CC2)C2=CC=CC=C2)N1C=1C=C2CC[C@@H](C2=CC1)NC(C1=CC(=C(C(=C1)C=O)O)Cl)=O